N-(2,4-dichloro-6-methylbenzyl)-8-((dimethylamino)methyl)-5-fluoro-8-hydroxy-5,6,7,8-tetrahydroquinoline-5-carboxamide ClC1=C(CNC(=O)C2(C=3C=CC=NC3C(CC2)(O)CN(C)C)F)C(=CC(=C1)Cl)C